5-{2-[2-({1H,2H,3H-pyrrolo[2,3-b]pyridine-1-sulfonyl}amino)phenyl]-ethynyl}pyridine-2-carboxylic acid N1(CCC=2C1=NC=CC2)S(=O)(=O)NC2=C(C=CC=C2)C#CC=2C=CC(=NC2)C(=O)O